[C@H]12CN(C[C@H](CC1)N2)C=2C1=C(N=C(N2)OCC23C(N(CC2)C)COC3)C(=C(N=C1)C1=CC(=CC3=CC=C(C(=C13)C#C)F)O)F 4-(4-((1R,5S)-3,8-diazabicyclo[3.2.1]octan-3-yl)-8-fluoro-2-((1-methyltetrahydro-1H-furo[3,4-b]pyrrol-3a(4H)-yl)methoxy)pyrido[4,3-d]pyrimidin-7-yl)-5-ethynyl-6-fluoronaphthalen-2-ol